(S)-2-(1-(4-chlorophenyl)-3-(3-(4-chlorophenyl)-4-phenyl-4,5-dihydro-1H-pyrazol-1-yl)-5-oxo-1,5-dihydro-4H-1,2,4-triazol-4-yl)acetamide ClC1=CC=C(C=C1)N1N=C(N(C1=O)CC(=O)N)N1N=C([C@H](C1)C1=CC=CC=C1)C1=CC=C(C=C1)Cl